6-amino-3-naphthylmethaneamine NC=1C=C2C=C(C=CC2=CC1)CN